C(C1=C(C=CC=C1)SSC1=C(C(=O)[O-])C=CC=C1)(=O)[O-] Dithiodibenzoate